N-[(1S)-1-(6-aminopyridin-2-yl)ethyl]-5-[4-(trifluoromethyl)phenyl]naphthalene-2-carboxamide NC1=CC=CC(=N1)[C@H](C)NC(=O)C1=CC2=CC=CC(=C2C=C1)C1=CC=C(C=C1)C(F)(F)F